5-[6-[4-[2-[5-[(2,6-dioxo-3-piperidyl)amino]isoindolin-2-yl]acetyl]piperazin-1-yl]-3-pyridyl]-3-[3-[[ethyl(methyl)sulfamoyl]amino]-2,6-difluoro-benzoyl]-1H-pyrrolo[2,3-b]pyridine O=C1NC(CCC1NC=1C=C2CN(CC2=CC1)CC(=O)N1CCN(CC1)C1=CC=C(C=N1)C=1C=C2C(=NC1)NC=C2C(C2=C(C(=CC=C2F)NS(N(C)CC)(=O)=O)F)=O)=O